(R*)-1-(3-((3-(trifluoromethyl)phenyl)ethynyl)pyrrolidin-1-yl)prop-2-en-1-one FC(C=1C=C(C=CC1)C#C[C@@H]1CN(CC1)C(C=C)=O)(F)F |o1:10|